COC=1C=[N+](C=CC1[N+](=O)[O-])[O-] 3-Methoxy-4-nitropyridine N-oxide